1-(4-fluoro-2-isopropylphenyl)-3-(6-methoxy-2-methylpyridin-3-yl)-6-(trifluoromethyl)-2,3-dihydroquinazolin-4(1H)-one FC1=CC(=C(C=C1)N1CN(C(C2=CC(=CC=C12)C(F)(F)F)=O)C=1C(=NC(=CC1)OC)C)C(C)C